ClC1=C(C(=O)N(C)C)C=CC(=C1)NC1CN(C1)C1CCN(CC1)C([C@](C(C)C)(C(F)(F)F)O)=O (R)-2-chloro-4-(1-(1-(2-hydroxy-3-methyl-2-(trifluoromethyl)butanoyl)piperidin-4-yl)azetidin-3-ylamino)-N,N-dimethylbenzamide